6'-fluoro-5-(1-methyl-1H-pyrazol-3-yl)-3-(4-(4-methyl-4H-1,2,4-triazol-3-yl)piperidin-1-yl)-[2,3'-bipyridine]-4-carbonitrile FC1=CC=C(C=N1)C1=NC=C(C(=C1N1CCC(CC1)C1=NN=CN1C)C#N)C1=NN(C=C1)C